NC1=C2N=C(N(C2=NC(=N1)OCCCC)C1OCCCC1)C(=O)OC methyl 6-amino-2-butoxy-9-(tetrahydro-2H-pyran-2-yl)-9H-purine-8-carboxylate